CC1=CC=C(C=C1)C1=NOC(=N1)[C@H]1[C@@H](C1)C1=CC=C(C=C1)S(=O)(=O)N 4-{(1R,2R)-2-[3-(4-methylphenyl)-1,2,4-oxadiazol-5-yl]cyclopropyl}benzenesulfonamide